5-[[(3R,4R)-4-[4-Chloro-2-(5-fluoro-2-pyridyl)-1H-imidazol-5-yl]-3-methyl-1-piperidyl]sulfonyl]thiazole-2-carboxamide ClC=1N=C(NC1[C@H]1[C@H](CN(CC1)S(=O)(=O)C1=CN=C(S1)C(=O)N)C)C1=NC=C(C=C1)F